ClC=1C(=NC=CC1NC1=C(C=C(C=C1)C(N=C1NCCN1)=O)C1CC1)C(=O)NC1(CC1)C 3-chloro-4-[(2-cyclopropyl-4-{[imidazolidin-2-ylidene]carbamoyl}phenyl)amino]-N-(1-methylcyclopropyl)pyridine-2-carboxamide